8-fluoro-4-((1R,5S)-1-methyl-diazabicyclo[3.2.1]oct-3-yl)pyridin FC1[C@@]2(NN(C[C@@H]1CC2)C2=CC=NC=C2)C